COC(=O)C1=CC2=C(N(C(=N2)NC=2SC3=C(N2)C=CC(=C3)OC(F)(F)F)C)C=C1 1-Methyl-2-(6-trifluoromethoxy-benzothiazol-2-ylamino)-1H-benzoimidazole-5-carboxylic acid methyl ester